Hendecanol C(CCCCCCCCCC)O